CC(=C)C(CC(C)(C1=CC=CC=C1)C)=O 2,5-dimethyl-5-phenyl-1-hexen-3-one